1-benzhydryl-3-(thiophen-2-yl)azetidin-3-ol C(C1=CC=CC=C1)(C1=CC=CC=C1)N1CC(C1)(O)C=1SC=CC1